NC1=NC=2C=NC(=CC2C2=C1[C@H](OC2)C)C(=O)N2[C@@H](COC[C@@H]2C)C=2N=NC(=CC2)OC(F)F ((3R)-4-amino-3-methyl-1,3-dihydrofuro[3,4-c][1,7]naphthyridin-8-yl)((3R,5S)-3-(6-(difluoromethoxy)-3-pyridazinyl)-5-methyl-4-morpholinyl)methanone